BrC=1C=C(SC1)C=C[N+](=O)[O-] 4-bromo-2-(2-nitrovinyl)-thiophene